COC(=O)C1CC2=CC=CC=C2C1 2,3-dihydro-1H-indene-2-carboxylic acid methyl ester